propyl α-methyldimethoxysilylpropionate C[Si](C(C(=O)OCCC)C)(OC)OC